FC(CN1N=CC=2C=NC(=C(C21)OC)NC2=CC(=NC=C2C(=O)NC([2H])([2H])[2H])NC(=O)[C@H]2[C@H](C2)F)(C)F 4-((1-(2,2-Difluoropropyl)-7-methoxy-1H-pyrazolo[4,3-c]pyridin-6-yl)amino)-6-((1S,2S)-2-fluorocyclopropane-1-carboxamido)-N-(methyl-d3)nicotinamide